OC(CCC)C1=CC(=C(C=N1)NC1=C(C=CC=C1)C1=CC(=NC=N1)NC(=O)C1CC1)C N-(6-(2-((6-(1-hydroxybutyl)-4-methylpyridin-3-yl)amino)phenyl)pyrimidin-4-yl)cyclopropanecarboxamide